3-cyclohexyl-6-dimethylamino-1-methyl-1,3,5-triazin-2,4(1H,3H)-dione C1(CCCCC1)N1C(N(C(=NC1=O)N(C)C)C)=O